5-methyl-4-(1,2,4-triazin-3-yl)pyridin-2-amine CC=1C(=CC(=NC1)N)C=1N=NC=CN1